palmitoyl pelargonate C(CCCCCCCC)(=O)OC(CCCCCCCCCCCCCCC)=O